BrC1=CN(C2=NC=CC(=C21)OC2=C(C=C(C=C2F)NC(=O)NCC2(COC2)C)F)COCC[Si](C)(C)C 1-{4-[(3-bromo-1-{[2-(trimethylsilyl)ethoxy]methyl}-1H-pyrrolo[2,3-b]pyridin-4-yl)oxy]-3,5-difluorophenyl}-3-[(3-methyloxetan-3-yl)methyl]urea